CC1=NN(C(=C1)C)CC(C)NC1=NC=C(C(=N1)NC1=C(C(=CC=C1)C1=NN(C=N1)C)OC)C(=O)O 2-(1-(3,5-Dimethyl-1H-pyrazol-1-yl)propan-2-ylamino)-4-(2-methoxy-3-(1-methyl-1H-1,2,4-triazol-3-yl)phenylamino)pyrimidine-5-carboxylic acid